FC(CO)(F)C=1C=C(C=CC1)[C@@H](C)NC=1C2=C(N=C(N1)C)N(C(C(=C2)C=2CCNCC2)=O)C (R)-4-((1-(3-(1,1-difluoro-2-hydroxyethyl)phenyl)ethyl)amino)-2,8-dimethyl-6-(1,2,3,6-tetrahydropyridin-4-yl)pyrido[2,3-d]pyrimidin-7(8H)-one